CC1=CC=NC=2N=CN(C(C21)=O)CC2=NNC(O2)=O 5-([5-methyl-4-oxo-3H,4H-pyrido[2,3-d]pyrimidin-3-yl]methyl)-2,3-dihydro-1,3,4-oxadiazol-2-one